C(CCCCCCCCCCC\C=C/CCCCCCCC)(=O)[O-].P(=O)(O)(O)OCC[N+](C)(C)C phosphocholine erucate